C(#N)[C@H](C(C)C)NC(OCC1=CC=CC=C1)=O (S)-benzyl (1-cyano-2-methylpropyl)carbamate